Cl.CN1C[C@@H](CC1)OC=1C=C2CNCC2=CC1 (R)-5-((1-Methylpyrrolidin-3-yl)oxy)isoindoline hydrochloride